(R or S)-1-(4-(4-(3-chloro-4-((R or S)-3-hydroxy-pyrrolidine-1-carbonyl)phenoxy)butyl)piperidin-1-yl)-3,3,3-trifluoro-2-hydroxy-2-phenylpropan-1-one ClC=1C=C(OCCCCC2CCN(CC2)C([C@@](C(F)(F)F)(C2=CC=CC=C2)O)=O)C=CC1C(=O)N1C[C@@H](CC1)O |o1:16,36|